BrC=1C=C2C(=NC1)C1(C(N2C2CC(C2)=O)=O)CCOCC1 6'-bromo-1'-(3-oxocyclobutyl)-2,3,5,6-tetrahydrospiro[pyran-4,3'-pyrrolo[3,2-b]pyridin]-2'(1'H)-one